NCCOC=1C(=NC=CC1)OC[C@@H]1N(CCC1)C1=C(C=C2C(C(=CN(C2=C1)C=1C=NC(=CC1)N(C)C)C(=O)O)=O)Cl 7-[(2R)-2-([[3-(2-Aminoethoxy)pyridin-2-yl]oxy]methyl)pyrrolidin-1-yl]-6-chloro-1-[6-(dimethylamino)pyridin-3-yl]-4-oxoquinoline-3-carboxylic acid